3-(2-fluoro-3-((N-methylsulfamoyl)amino)benzyl)-2-oxo-2,3-dihydrospiro[benzo[e][1,3]oxazine-4,3'-oxetan]-7-yldimethylcarbamate FC1=C(CN2C(OC3=C(C=CC(=C3)CN(C([O-])=O)C)C23COC3)=O)C=CC=C1NS(NC)(=O)=O